C1(=CC=CC=C1)C(C(O)(C1=CC=CC=C1)C1=CC=CC=C1)(O)C1=CC=CC=C1 1,1,2,2-tetraphenylethane-1,2-diol